5-[4-[4-(3-Oxo-3-phenylprop-1-enyl)phenoxy]carbonylphenoxy]benzene-1,3-dicarboxylic acid O=C(C=CC1=CC=C(OC(=O)C2=CC=C(OC=3C=C(C=C(C3)C(=O)O)C(=O)O)C=C2)C=C1)C1=CC=CC=C1